CN(C(=O)[C@@H]1CNCC[C@H]1NC(=O)C1=NOC(=C1)C1=C(C=C(C=C1)F)F)CCC1=CC=CC=C1 (3R,4R)-4-{[5-(2,4-difluoro-phenyl)-isoxazole-3-carbonyl]-amino}-piperidine-3-carboxylic acid methyl-phenethyl-amide